FC(C(C1=CC(=C(C(=C1C)C)N)C(C(F)(F)F)(O)C(F)(F)F)C1=CC(=C(C(=C1C)C)N)C(C(F)(F)F)(C(F)(F)F)O)(F)F 1,1,1-trifluoro-2,2-bis(3-(1-hydroxy-1-trifluoromethyl-2,2,2-trifluoroethyl)-5,6-dimethyl-4-aminophenyl)ethane